n-capryl alcohol CCCCCCCCO